ClC1=CC=C(C=C1)N1N=C(N=C1)NC(C1=CC=C(C=C1)C)=O N-(1-(4-chlorophenyl)-1H-1,2,4-triazol-3-yl)-4-methylbenzamide